C1(CC1)[C@H]1OC2=C([C@@H](N(C1)CC1=CC(=CC=3C=CSC31)[C@@H](CC(=O)O)C3=C(C1=C(N(N=N1)C)C=C3)C)C)N=C(C=C2)O |o1:7| (3R)-3-(7-{[(2R,5S*)-2-cyclopropyl-7-hydroxy-5-methyl-2,3-dihydropyrido[2,3-f][1,4]oxazepin-4(5H)-yl]methyl}-1-benzothien-5-yl)-3-(1,4-dimethyl-1H-benzotriazol-5-yl)propanoic acid